C(#N)C1=NN(C(=C1C)C(=O)NC=1C=C2C(=NNC2=CC1)C1=CN=CO1)C 3-Cyano-1,4-dimethyl-N-(3-(oxazol-5-yl)-1H-indazol-5-yl)-1H-pyrazole-5-carboxamide